CC1=C(OC=2C(N(C=CC2C=2C3=C(C(N(C2)C)=O)NC(=C3)C(=O)NC3CN(C3)C)C)=O)C(=CC=C1)C 4-(3-(2,6-dimethylphenoxy)-1-methyl-2-oxo-1,2-dihydropyridin-4-yl)-6-methyl-N-(1-methylazetidin-3-yl)-7-oxo-6,7-dihydro-1H-pyrrolo[2,3-c]pyridine-2-carboxamide